C(C)C(COP(OCC(CCCC)CC)(=O)CNCC(CCCC)CC)CCCC (2-ethylhexyl)aminomethylphosphonic acid di(2-ethylhexyl) ester